C(C)OC(=O)C=1N=COC1C=1N=CN(C1C)C.Cl.NCC(=O)C=1N=CN(C1C)C 2-amino-1-(1,5-dimethyl-1H-imidazol-4-yl)ethanone hydrochloride ethyl-5-(1,5-dimethyl-1H-imidazol-4-yl)-1,3-oxazole-4-carboxylate